C(C)(C)(C)OC1=CC(=CC(=N1)N1C(COCC1)C(F)(F)F)B1OC(C(O1)(C)C)(C)C 4-(6-(tert-butoxy)-4-(4,4,5,5-tetramethyl-1,3,2-dioxaborolan-2-yl)pyridin-2-yl)-3-(trifluoromethyl)morpholine